2-bromo-3-fluoro-4-((4-methoxybenzyl)oxy)pyridine BrC1=NC=CC(=C1F)OCC1=CC=C(C=C1)OC